(L-isoleucyl)-1-methyl-D-tryptophan ethyl ester C(C)OC([C@H](NC([C@@H](N)[C@@H](C)CC)=O)CC1=CN(C2=CC=CC=C12)C)=O